1,1-bis(4-hydroxyphenyl)-1,1-diphenylmethane OC1=CC=C(C=C1)C(C1=CC=CC=C1)(C1=CC=CC=C1)C1=CC=C(C=C1)O